methyl (S,E)-(1-((1-((7-(2,2-difluoroethoxy)benzo[d]thiazol-2-yl)methyl)-2-oxo-1,2-dihydropyridin-3-yl)amino)-7-(dimethylamino)-1,7-dioxohept-5-en-2-yl)carbamate FC(COC1=CC=CC=2N=C(SC21)CN2C(C(=CC=C2)NC([C@H](CC\C=C\C(=O)N(C)C)NC(OC)=O)=O)=O)F